2-ethylhexaneic acid C(C)C(C(=O)O)CCCC